N1C(=NCC1)NCCCN1N=CC(=C1)C(=O)N[C@@H](CC(=O)O)C=1C=NC(=CC1)OC (S)-3-(1-(3-((4,5-dihydro-1H-imidazol-2-yl)amino)propyl)-1H-pyrazole-4-carboxamido)-3-(6-methoxypyridin-3-yl)propionic acid